Methyl-6-(4-methyl-3-(trifluoromethoxy)phenyl)-3-azabicyclo[3.1.0]hexane CC12CNCC2C1C1=CC(=C(C=C1)C)OC(F)(F)F